tert-butyl 4-[7-([8-fluoro-2-methylimidazo[1,2-a]pyridin-6-yl]carbamoyl)-2-methyl-1-benzofuran-4-yl]-3,6-dihydro-2H-pyridine-1-carboxylate FC=1C=2N(C=C(C1)NC(=O)C1=CC=C(C=3C=C(OC31)C)C=3CCN(CC3)C(=O)OC(C)(C)C)C=C(N2)C